COC1=C(C=C2C(=NC=NC2=C1)NC=1C=C(C=CC1OC)C1=CC(=CC=C1)SC)OC1CCN(CC1)C(C=C)=O 1-(4-((7-methoxy-4-((4-methoxy-3'-(methylthio)-[1,1'-biphenyl]-3-yl)amino)quinazoline-6-yl)oxy)piperidin-1-yl)prop-2-en-1-one